BrCC#CC1=CC(=C(C=C1)C)[N+](=O)[O-] 4-(3-bromoprop-1-ynyl)-1-methyl-2-nitro-benzene